C(C)(C)(C)OC(=O)N1C[C@@H](N(CC1)C1=C(N=NC(=C1)Cl)Cl)CO.ClC1=C(C=CC=C1)NC(=S)C1=NC=NC=C1 N-(2-chlorophenyl)pyrimidine-4-thioamide Tert-butyl-(R)-4-(3,6-dichloropyridazin-4-yl)-3-(hydroxymethyl)piperazine-1-carboxylate